5-(4-chlorophenyl)-7-[(3-cyclohexyl-1,2-oxazol-5-yl)methyl]-7H-pyrrolo[2,3-d]pyrimidin-4-amine ClC1=CC=C(C=C1)C1=CN(C=2N=CN=C(C21)N)CC2=CC(=NO2)C2CCCCC2